N-[(6-Amino-2-pyridyl)sulfonyl]-2-[(2R)-2-tert-butylpyrrolidin-1-yl]-6-(3-fluoro-5-isobutoxyphenyl)pyridin-3-carboxamid NC1=CC=CC(=N1)S(=O)(=O)NC(=O)C=1C(=NC(=CC1)C1=CC(=CC(=C1)OCC(C)C)F)N1[C@H](CCC1)C(C)(C)C